oxo-1,2,3,4-tetrahydropyrimidin O=C1NC=CCN1